Dicumylphenyloxyacetic acid C(C)(C)(C1=CC=CC=C1)C(C(=O)O)(OC1=CC=CC=C1)C(C)(C)C1=CC=CC=C1